(S)-8-chloro-6-(((6-fluoro-2-methylpyridin-3-yl)(1-(1-(morpholine-4-carbonyl)cyclopropyl)-1H-1,2,3-triazol-4-yl)methyl)amino)-4-(neopentylamino)quinoline-3-carbonitrile ClC=1C=C(C=C2C(=C(C=NC12)C#N)NCC(C)(C)C)N[C@H](C=1N=NN(C1)C1(CC1)C(=O)N1CCOCC1)C=1C(=NC(=CC1)F)C